N-(4-chlorobenzyl)-1,1-difluorospiro[2.5]octan-6-amine ClC1=CC=C(CNC2CCC3(CC3(F)F)CC2)C=C1